(E)-1-(4-(6-Bromopyridin-3-yl)phenyl)-3-(2-chloro-7-ethoxyquinolin-3-yl)prop-2-en-1-one BrC1=CC=C(C=N1)C1=CC=C(C=C1)C(\C=C\C=1C(=NC2=CC(=CC=C2C1)OCC)Cl)=O